ClC1=C(C=C(C=C1)NC(=O)C1=CC=2C(=NC=C(C2)C2=C(C=CC=C2)F)S1)S(N(C)C)(=O)=O N-[4-chloro-3-(N,N-dimethylsulfamoyl)phenyl]-5-(2-fluorophenyl)-thieno[2,3-b]pyridine-2-carboxamide